Tert-butyl 3-[2-(3,5-dimethylisoxazol-4-yl)-4-nitro-phenoxy]azetidine-1-carboxylate CC1=NOC(=C1C1=C(OC2CN(C2)C(=O)OC(C)(C)C)C=CC(=C1)[N+](=O)[O-])C